tert-butyl (2-hydroxy-2-(4-hydroxy-3-nitrophenyl)ethyl)carbamate OC(CNC(OC(C)(C)C)=O)C1=CC(=C(C=C1)O)[N+](=O)[O-]